2,3,5-tribromochlorobenzene C1=C(C=C(C(=C1Cl)Br)Br)Br